C1[C@@H]2CC3(C[C@H](CC13)C2)NCCOCCOCCNC2=C1C(N(C(=NC1=CC=C2)C)C2C(NC(CC2)=O)=O)=O 3-(5-((2-(2-(2-(((2R,3as,5S,6as)-hexahydro-2,5-methanopentalen-3a(1H)-yl)amino)ethoxy)ethoxy)ethyl)amino)-2-methyl-4-oxoquinazolin-3(4H)-yl)piperidine-2,6-dione